1-(9Z-nonadecenoyl)-2-(13Z,16Z-docosadienoyl)-glycero-3-phosphocholine CCCCCCCCC/C=C\CCCCCCCC(=O)OC[C@H](COP(=O)([O-])OCC[N+](C)(C)C)OC(=O)CCCCCCCCCCC/C=C\C/C=C\CCCCC